(R)-methyl 3-((2-((3,5-dichloropyridin-2-yl)oxy)butanamido)methyl)benzoate ClC=1C(=NC=C(C1)Cl)O[C@@H](C(=O)NCC=1C=C(C(=O)OC)C=CC1)CC